α,α-difluoro-α-(trimethylsilyl)acetamide FC(C(=O)N)([Si](C)(C)C)F